2,3-dihydroxy-2,3-dihydrobenzoic acid OC1C(C(=O)O)=CC=CC1O